N1CCC(CC1)CN[C@H]1[C@@H](C1)C=1C=C2CCN(C2=CC1)C(CCC)=O Trans-1-(5-(2-(piperidin-4-ylmethylamino)cyclopropyl)indolin-1-yl)butan-1-one